COC1=CC=C(CN(S(=O)(=O)CC)C)C=C1 N-(4-methoxybenzyl)-N-methylethylsulfonamide